CN1CC(C1)(C)[C@@](C=1C=C(C=NC1)C1=NOC(=N1)[C@@H]1CC(N(C1)C(C)C)=O)(C1=CC=C(C=C1)C(C)C)O (R)-4-(3-{5-[(R)-(1,3-dimethyl-azetidin-3-yl)-hydroxy-(4-isopropyl-phenyl)-methyl]-pyridin-3-yl}-[1,2,4]Oxadiazol-5-yl)-1-isopropyl-pyrrolidin-2-one